Tetrahydro-3-pentyl-2H-pyran-4-ylacetat C(CCCC)C1COCCC1CC(=O)[O-]